CC(C(CCC(CCO)=C)O)(C)O 7-methyl-3-methylene-octane-1,6,7-triol